C12COCC(CC1)N2CCCCN2N=C1C(=C(C(=CC1=C2N2CC1CCC(C2)N1)Cl)C1=CC=CC2=CC=CC=C12)F 4-(2-(4-(3-oxa-8-azabicyclo[3.2.1]octan-8-yl)butyl)-3-(3,8-diazabicyclo[3.2.1]Octan-3-yl)-5-chloro-7-fluoro-2H-indazol-6-yl)naphthalene